6-chloro-3-(trifluoromethyl)-1H-pyrrolo[3,2-c]pyridine ClC1=CC2=C(C=N1)C(=CN2)C(F)(F)F